5-Bromo-6-(1-(3-chloropyridin-2-yl)-3-methoxy-1H-pyrazol-5-carboxamido)-N-(1-methylcyclopropyl)pyrazolo[1,5-a]pyridin-7-carboxamid BrC1=CC=2N(C(=C1NC(=O)C1=CC(=NN1C1=NC=CC=C1Cl)OC)C(=O)NC1(CC1)C)N=CC2